7-(3-(4-methoxypiperidin-1-yl)-7,8-dihydro-1,6-naphthyridin-6(5H)-yl)-2,8,9-trimethyl-4H-pyrimido[1,2-b]pyridazin-4-one COC1CCN(CC1)C=1C=NC=2CCN(CC2C1)C=1C(=C(C=2N(N1)C(C=C(N2)C)=O)C)C